C(#N)C1=C(C=CC=C1C1=CC2=C(OCCO2)C=C1)C1=NN2C(C(=CC(=C2)CNCCO)C#N)=N1 2-[2-cyano-3-(2,3-dihydro-1,4-benzodioxin-6-yl)phenyl]-6-{[(2-hydroxyethyl)amino]methyl}[1,2,4]triazolo[1,5-a]pyridine-8-carbonitrile